C(C)(C)(C)NC=1OC(C(=C(N1)C=1C=NC=CC1)C)=O 2-(tert-butylamino)-5-methyl-4-(pyridin-3-yl)-6H-1,3-oxazin-6-one